BrC1=CC=C(C=C1)C1=C2C(=NC(=C1C#N)N)CCCC2 4-(4-bromophenyl)-2-amino-3-cyano-5,6,7,8-tetrahydrobenzo[5,6-b]pyridine